2,6-di(t-butyl)-4-cresol C(C)(C)(C)C1=CC(=CC(=C1O)C(C)(C)C)C